NC[C@H](C(=O)OCOC(=O)N1CC(OCC1)COC1=C(C=CC=C1)OCC)C(C)C.CC(C)(CCC(C)(C(C)(C)C)C)C(C)(C)C 2,5-dimethyl-2,5-di-tert-butyl-hexane (((R)-2-(aminomethyl)-3-methylbutanoyl)oxy)methyl-2-((2-ethoxyphenoxy)methyl)morpholine-4-carboxylate